C1(CC1)NC(C1=CC(=C(C=C1)C)C=1C=NN(C1)C1=CN=C2N1C=C(C=C2)SC2COC2)=O N-cyclopropyl-4-methyl-3-{1-[6-(oxetan-3-ylsulfanyl)imidazo[1,2-a]pyridin-3-yl]-1H-pyrazol-4-yl}benzamide